(S)-3-(5-(1-aminoisoquinolin-5-yl)-3-((2-(2-ethoxy-2-oxoethyl)phenoxy)methyl)-1H-indazol-1-yl)pyrrolidine-1-carboxylic acid isopropyl ester C(C)(C)OC(=O)N1C[C@H](CC1)N1N=C(C2=CC(=CC=C12)C1=C2C=CN=C(C2=CC=C1)N)COC1=C(C=CC=C1)CC(=O)OCC